6-chloro-1-methyl-2-oxo-2,3-dihydro-1H-benzo[d]imidazole-5-carboxylic acid methyl ester COC(=O)C1=CC2=C(N(C(N2)=O)C)C=C1Cl